1-carboxyethylvaline C(=O)(O)C(C)N[C@@H](C(C)C)C(=O)O